tert-butyl (3-((3-(trifluoromethyl)benzyl)oxy)cyclobutyl)carbamate FC(C=1C=C(COC2CC(C2)NC(OC(C)(C)C)=O)C=CC1)(F)F